FC1=C(C(=O)NCCNC=2C3=C(N=CN2)N(C=C3)C(=O)OC(C)(C)C)C(=C(C(=C1F)F)F)S(=O)(=O)C tert-butyl 4-((2-(2,3,4,5-tetrafluoro-6-(methylsulfonyl)benzamido)ethyl)amino)-7H-pyrrolo[2,3-d]pyrimidine-7-carboxylate